COC=1C=C(C=CC1OC)S(=O)(=O)N1CCC2(CC(CO2)NC[C@@H](COC=2C=C(C=CC2)S(=O)(=O)NC)O)CC1 3-((2S)-3-(8-(3,4-dimethoxyphenylsulfonyl)-1-oxa-8-azaspiro[4.5]decan-3-ylamino)-2-hydroxypropoxy)-N-methylbenzenesulfonamide